S1C(=CC=C1)C(=C(C=1SC=CC1)C=1SC=CC1)[SiH3] tri(2-thienyl)vinylsilane